C1(CC1)C1=NC=2C=3N([C@H]4[C@@H](C2C=C1OCCCOC)CCC4(C)C)C=C(C(C3)=O)C(=O)O (4bR,7aS)-2-Cyclopropyl-3-(3-methoxypropoxy)-7,7-dimethyl-11-oxo-4b,5,6,7,7a,11-hexahydrocyclopenta[f]pyrido[1,2-h][1,7]naphthyridine-10-carboxylic acid